2-amino-6-(2-(tert-butoxy)-2-oxoethoxy)-3-nitrobenzoic acid methyl ester COC(C1=C(C(=CC=C1OCC(=O)OC(C)(C)C)[N+](=O)[O-])N)=O